bis(trifluoromethylsulfanyl)methanethione FC(F)(F)SC(=S)SC(F)(F)F